(1-(methylamino)cyclopropyl)methyl benzoate hydrochloride Cl.C(C1=CC=CC=C1)(=O)OCC1(CC1)NC